(2R)-2-Bromobutyric acid Br[C@@H](C(=O)O)CC